Methyl 5-((2-(4-((((2-chloro-[1,1'-biphenyl]-4-yl)methyl)amino)methyl)piperidin-1-yl)ethyl)amino)benzo[c][2,6]naphthyridine-8-carboxylate ClC1=C(C=CC(=C1)CNCC1CCN(CC1)CCNC1=NC2=C(C3=CN=CC=C13)C=CC(=C2)C(=O)OC)C2=CC=CC=C2